C(C)(C)(C)OC(=O)N1CCC(CC1)NC1=C(C=C(C=C1)Cl)F 4-(4-chloro-2-fluoroanilino)piperidine-1-carboxylic acid tert-butyl ester